ClC1=CC=C(C=C1)CCC1(OC1)C(C)(C)C 2-[2-(4-chlorophenyl)ethyl]-2-t-butyloxirane